4-[3-chloro-6-fluoro-2-[2-(2-methyl-1,3-benzooxazol-6-yl)ethyl]phenyl]-5-hydroxy-2,6-dimethyl-pyridazin-3-one ClC=1C(=C(C(=CC1)F)C=1C(N(N=C(C1O)C)C)=O)CCC1=CC2=C(N=C(O2)C)C=C1